C(C)(C)C1=NOC(=N1)N1CCN(CC1)C(=O)[C@H]1CN(CCC1)S(=O)(=O)C1=CC=C(C=C1)S(=O)(=O)N1CCCC1 (R)-(4-(3-isopropyl-1,2,4-oxadiazol-5-yl)piperazin-1-yl)(1-((4-(pyrrolidin-1-ylsulfonyl)phenyl)sulfonyl)piperidin-3-yl)methanone